C(C1=CC=CC=C1)OC(=O)NC12CC(C1)(C2)CC(=O)O 2-(3-{[(benzyloxy)carbonyl]amino}bicyclo[1.1.1]pentan-1-yl)acetic acid